C(C)(C)(C)OC(=O)NCCOCCOCCOCCCCCCC(=O)OC methyl 7-{2-[2-(2-{[(tert-butoxy)carbonyl]amino}ethoxy)ethoxy]-ethoxy}heptanoate